C=1N=CN2C1C1=CC=CC=C1[C@@H]2[C@H]2COC1=CC(=CC=C1[C@@H]2O)S(=O)(=O)C (3S,4R)-3-((S)-5H-imidazo[5,1-a]isoindol-5-yl)-7-(methylsulfonyl)chroman-4-ol